isothiazolineOne S1N=CC(C1)=O